N1(CCCCC1)C1CCN(CC1)C(=O)[O-] 1,4'-bipiperidine-1'-carboxylate